(6S)-6-methyl-3-(3-methyl-1,1-dioxo-4-pyrimidin-2-yloxy-1,2-thiazolidin-2-yl)-6,7-dihydro-4H-pyrazolo[1,5-a]pyrazine-5-carboxylic acid tert-butyl ester C(C)(C)(C)OC(=O)N1CC=2N(C[C@@H]1C)N=CC2N2S(CC(C2C)OC2=NC=CC=N2)(=O)=O